2-(2-((5-(1-aminoisoquinolin-5-yl)-1-(1-(2-hydroxyethyl)pyrrolidin-3-yl)-1H-indazol-3-yl)methoxy)phenyl)acetic acid NC1=NC=CC2=C(C=CC=C12)C=1C=C2C(=NN(C2=CC1)C1CN(CC1)CCO)COC1=C(C=CC=C1)CC(=O)O